NCCC=1C(N(C=CC1)CCCOC)=O 3-(2-aminoethyl)-1-(3-methoxypropyl)pyridin-2(1H)-one